FC(C(CC)OC(=O)N1[C@@H]([C@H](C[C@H]1C)S(=O)(=O)C)CO[C@@H]1C[C@@H]2C[C@@]2(CC1)C1=NC=C(C=N1)F)F (2r,3s,5r)-2-((((1s,3s,6r)-6-(5-fluoropyrimidin-2-yl)bicyclo[4.1.0]hept-3-yl)oxy)methyl)-5-methyl-3-(methylsulfonyl)pyrrolidine-1-carboxylic acid 1,1-difluorobutan-2-yl ester